[2H]C(C(C1(CC1)C(F)(F)F)([2H])[2H])(O)[2H] 1,1,2,2-Tetradeuterio-2-[1-(trifluoromethyl)cyclopropyl]ethanol